4-[(4-bromo-5-cyclopropyl-imidazol-1-yl)methyl]-N2-methyl-benzene-1,2-diamine BrC=1N=CN(C1C1CC1)CC=1C=C(C(=CC1)N)NC